C(CCC)C1=C(C=C(C=C1O)CCC1=CC=CC=C1)O 2-Butyl-5-(2-phenylethyl)benzene-1,3-diol